(7-chloro-2-((5-fluorobenzo[d]oxazol-2-yl)amino)benzo[d]oxazol-5-yl)methanol ClC1=CC(=CC=2N=C(OC21)NC=2OC1=C(N2)C=C(C=C1)F)CO